FC1(C(C1)CC=O)F 2-(2,2-difluorocyclopropyl)acetaldehyde